C(C(=C)C)(=O)OCCNC(/C(=C/1\C2=CC=CC=C2SC=2C=CC(=CC12)C(C)C)/C#N)=O (E)-2-(2-cyano-2-(2-isopropyl-9H-thioxanthen-9-ylidene)acetamido)ethyl methacrylate